(1S)-1-[((1S)-1-[(Tricyclo[3.3.1.13,7]decane-1-carbonyl)oxy]ethoxy)carbonyl]bicyclo[3.1.0]hexane-6-carboxylic acid C12(CC3CC(CC(C1)C3)C2)C(=O)O[C@H](C)OC(=O)[C@]23CCCC3C2C(=O)O